2-amino-5-(4-pyridyl)-1,3,4-thiadiazole NC=1SC(=NN1)C1=CC=NC=C1